COC(C1=C(C=C(C(=C1)N)F)F)=O 5-amino-2,4-difluoro-benzoic acid methyl ester